1-(5-((1-(pyridin-3-ylmethyl)pyrrolidin-3-yl)methyl)pyrazolo[1,5-a]pyridin-3-yl)dihydropyrimidine-2,4(1H,3H)-dione N1=CC(=CC=C1)CN1CC(CC1)CC1=CC=2N(C=C1)N=CC2N2C(NC(CC2)=O)=O